C(C)(C)(C)OC(=O)N1[C@H](C[C@@H](C1)F)C1=C(C=CC(=C1)F)OCCCCNC1=C(C=NC2=CC=C(C=C12)Br)[N+](=O)[O-] (2R,4S)-2-(2-(4-(6-bromo-3-nitroquinolin-4-ylamino)butoxy)-5-fluorophenyl)-4-fluoropyrrolidine-1-carboxylic acid tert-butyl ester